octyl hydroxy ether OOCCCCCCCC